(S)-3-((5-(benzo[d][1,3]dioxol-5-yl)benzo[d]thiazol-2-yl)carbamoyl)pyrrolidine-1-carboxylic acid tert-butyl ester C(C)(C)(C)OC(=O)N1C[C@H](CC1)C(NC=1SC2=C(N1)C=C(C=C2)C2=CC1=C(OCO1)C=C2)=O